tert-butyl (1S,5R)-3-(4-{[(1H-benzimidazol-2-yl)methyl]amino}-8-bromopyrazolo[1,5-a][1,3,5]triazin-2-yl)-3,6-diazabicyclo[3.2.0]heptane-6-carboxylate N1C(=NC2=C1C=CC=C2)CNC2=NC(=NC=1N2N=CC1Br)N1C[C@H]2CN([C@H]2C1)C(=O)OC(C)(C)C